C(C)OC(C[C@H](NC(=O)NC=1C(N(C=C(C1O)C)C)=O)C=1C=C(C=CC1)C1=CC(=CC(=C1)C)C)=O (S)-3-(3',5'-dimethylbiphenyl-3-yl)-3-(3-(4-hydroxy-1,5-dimethyl-2-oxo-1,2-dihydropyridin-3-yl)ureido)propanoic acid ethyl ester